dimagnesium trisilicate [Si]([O-])([O-])([O-])[O-].[Si](O)(O)(O)O.[Si](O)(O)(O)O.[Mg+2].[Mg+2]